6-(4-(2-(5-cyclopropyl-3-(2,6-dichlorophenyl)isoxazol-4-yl)ethyl)-3,3-dimethylpiperazin-1-yl)-1-methyl-1H-indole-3-carboxylic acid C1(CC1)C1=C(C(=NO1)C1=C(C=CC=C1Cl)Cl)CCN1C(CN(CC1)C1=CC=C2C(=CN(C2=C1)C)C(=O)O)(C)C